ClC=1C=C2C(=NN1)NC[C@@]1(N2C[C@@H](C1)OC1=NC=C(C=C1)C=C)CC (6aR,8R)-2-chloro-6a-ethyl-8-((5-vinylpyridin-2-yl)oxy)-5,6,6a,7,8,9-hexahydro-pyrrolo[1',2':4,5]pyrazino[2,3-c]pyridazine